(S)-4-cyclopropyl-2-((4,4-difluoro-3-methylpiperidin-1-yl)methyl)-6-(3-(3-((4-methyl-4H-1,2,4-triazol-3-yl)methyl)oxetan-3-yl)phenyl)-1,6-dihydro-7H-pyrrolo[2,3-c]pyridin-7-one C1(CC1)C=1C2=C(C(N(C1)C1=CC(=CC=C1)C1(COC1)CC1=NN=CN1C)=O)NC(=C2)CN2C[C@@H](C(CC2)(F)F)C